4-(((3R,4R)-1-(2-cyanoacetyl)-4-methylpiperidin-3-yl)(methyl)amino)-7H-pyrrolo[2,3-d]pyrimidine-7-carboxylic acid azepan-4-yl ester N1CCC(CCC1)OC(=O)N1C=CC2=C1N=CN=C2N(C)[C@H]2CN(CC[C@H]2C)C(CC#N)=O